tert-butyl 2,2-dimethyl-4-((1-methyl-2-(2,2,2-trifluoroacetyl)-1,2,3,4-tetrahydroisoquinolin-7-yl)methyl)piperidine-1-carboxylate CC1(N(CCC(C1)CC1=CC=C2CCN(C(C2=C1)C)C(C(F)(F)F)=O)C(=O)OC(C)(C)C)C